S1C=CC=2C1=CN=CC2 thieno[2,3-c]pyridine